C(C)(C)(C)OC(NCCOC=1C=C2CC(CC2=C(C1)C#N)C=O)=O N-[2-[(7-cyano-2-formyl-2,3-dihydro-1H-inden-5-yl)oxy]ethyl]carbamic acid tert-butyl ester